C1(=CC=CC=C1)N1C=2C=CC=CC2C=2C3=C(C4=C(C12)SC1=C4C=CC=C1)C=1C=CC=CC1N3 6-phenyl-6,11-dihydrobenzo[4,5]thieno[2,3-a]indolo[3,2-c]carbazole